FC=1C=CC2=C(CCO2)C1CNC1=NC=C(C=2N1C=NC2C(=O)NC)C2=CC=CC=C2 5-(((5-fluoro-2,3-dihydrobenzofuran-4-yl)methyl)amino)-N-methyl-8-phenylimidazo[1,5-c]pyrimidine-1-carboxamide